[N+](=O)([O-])C1=C(CSC=2NC(C(=C(N2)C2=CC(=C(C(=C2)OC)OC)OC)C#N)=O)C=CC=C1 2-((2-nitrobenzyl)thio)-6-oxo-4-(3,4,5-trimethoxyphenyl)-1,6-dihydropyrimidine-5-carbonitrile